ClC=1C=C(C=NC1O[C@@H]1[C@H](C[C@H](CC1)C1=CC(=CC=C1)C(F)(F)F)N1CCCC1)S(=O)(=O)NC1=NC=NC=C1 |r| 5-chloro-N-pyrimidin-4-yl-6-[rac-(1S,2S,4S)-2-pyrrolidin-1-yl-4-[3-(trifluoromethyl)-phenyl]cyclohexoxy]pyridine-3-sulfonamide